(Cis)-N1-(2-(2,6-dioxopiperidin-3-yl)-1-oxoisoindolin-4-yl)-N4-(2-(2,6-dioxopiperidin-3-yl)-3-oxoisoindolin-4-yl)cyclohexane-1,4-dicarboxamide O=C1NC(CCC1N1C(C2=CC=CC(=C2C1)NC(=O)[C@@H]1CC[C@@H](CC1)C(=O)NC1=C2C(N(CC2=CC=C1)C1C(NC(CC1)=O)=O)=O)=O)=O